4-(2-Amino-2-methylpropanoyl)-N-(1-(4-(2-((cis-4-aminocyclohexyl)(methyl)amino)propyl)phenyl)-2-oxo-1,2-dihydropyrimidin-4-yl)piperazine-1-carboxamide hydrochloride salt Cl.NC(C(=O)N1CCN(CC1)C(=O)NC1=NC(N(C=C1)C1=CC=C(C=C1)CC(C)N(C)[C@@H]1CC[C@@H](CC1)N)=O)(C)C